[O].[N].C1=CCCCCC1 Cycloheptene nitrogen oxygen